N[C@]1(CN(CC1)C=1C(=C(C=C(C1)Cl)C1=CC(=CC=C1)C1CCCCC1)CN1C2=NC=NC(=C2N=C1)N)C(=O)N (R)-3-Amino-1-(2-((6-amino-9H-purin-9-yl)methyl)-5-chloro-3'-cyclohexyl-[1,1'-biphenyl]-3-yl)pyrrolidine-3-carboxamide